Cl.N[C@H](CC(=O)O)CC1=C(C=CC(=C1)N(CCCl)CCCl)C (S)-3-amino-4-(5-(bis(2-chloroethyl)amino)-2-methylphenyl)butanoic acid monohydrochloride